O1CCN(CC1)CCCNCC1=CC(=NC=C1)C=1C=C2CN(C(C2=CC1)=O)C1C(NC(CC1)=O)=O 3-(5-(4-(((3-morpholinopropyl)amino)methyl)pyridin-2-yl)-1-oxoisoindolin-2-yl)piperidine-2,6-dione